isodecanyl alcohol C(CCCCCCC(C)C)O